N-[3-(fluoromethyl)-4-piperidyl]-6-[3-(2-methoxy-4-methyl-sulfonyl-anilino)prop-1-ynyl]-1-(2,2,2-trifluoroethyl)benzimidazole-4-carboxamide FCC1CNCCC1NC(=O)C1=CC(=CC=2N(C=NC21)CC(F)(F)F)C#CCNC2=C(C=C(C=C2)S(=O)(=O)C)OC